7-cyclopentyl-2-((5-(4-(4-(2-(2,6-dioxopiperidin-3-yl)benzyl)piperazin-1-yl)piperidin-1-yl)pyridin-2-yl)amino)-N,N-dimethyl-7H-pyrrolo[2,3-d]pyrimidine-6-carboxamide C1(CCCC1)N1C(=CC2=C1N=C(N=C2)NC2=NC=C(C=C2)N2CCC(CC2)N2CCN(CC2)CC2=C(C=CC=C2)C2C(NC(CC2)=O)=O)C(=O)N(C)C